((5S)-2-(7-fluoro-1'-methyl-3H-spiro[benzofuran-2,4'-piperidin]-5-yl)-5-methylpiperidin-1-yl)methanone FC1=CC(=CC=2CC3(CCN(CC3)C)OC21)C2N(C[C@H](CC2)C)C=O